tert-Butyl N-[(6R)-8,8-difluoro-6-hydroxy-13-oxo-6,15-bis(trifluoromethyl)-19-oxa-3,4,18-triazatricyclo[12.3.1.12,5]nonadeca-1(17),2,4,14(18),15-pentaen-17-yl]carbamate FC1(C[C@@](C2=NN=C(C3=C(C=C(C(C(CCCC1)=O)=N3)C(F)(F)F)NC(OC(C)(C)C)=O)O2)(C(F)(F)F)O)F